C(=O)OC1=CC2=C(OCCO2)C(=C1)Br 8-Bromo-2,3-dihydrobenzo[b]-[1,4]dioxin-6-yl formate